1,1-dimethyl-3-[4-[2-oxo-6-[2-(trifluoromethyl)phenyl]-1H-pyridin-4-yl]-2-pyridinyl]urea CN(C(=O)NC1=NC=CC(=C1)C1=CC(NC(=C1)C1=C(C=CC=C1)C(F)(F)F)=O)C